5-(5-fluoro-2-((5-(2-oxopyrrolidin-1-yl)pyridin-3-yl)amino)pyrimidin-4-yl)-1-(oxetan-3-yl)pyridin-2(1H)-one FC=1C(=NC(=NC1)NC=1C=NC=C(C1)N1C(CCC1)=O)C=1C=CC(N(C1)C1COC1)=O